ethyl 2-(2-fluoro-3-methoxyphenyl)-2-oxoacetate FC1=C(C=CC=C1OC)C(C(=O)OCC)=O